4-((S)-5-(4-chloro-6-(trifluoromethyl)pyridin-2-yl)-5-(trifluoromethyl)-4,5-dihydroisoxazol-3-yl)-2-methyl-N-((trans)-3-(trifluoromethyl)cyclobutyl)benzamide ClC1=CC(=NC(=C1)C(F)(F)F)[C@@]1(CC(=NO1)C1=CC(=C(C(=O)N[C@@H]2C[C@H](C2)C(F)(F)F)C=C1)C)C(F)(F)F